N-(hydroxyhexyl)methacrylamide OCCCCCCNC(C(=C)C)=O